6-({(3R)-2'-[6-amino-5-(trifluoromethyl)pyridin-3-yl]-5',6'-dihydrospiro[pyrrolidine-3,4'-pyrrolo[1,2-b]pyrazol]-1-yl}methyl)pyridin-2(1H)-one NC1=C(C=C(C=N1)C=1C=C2N(N1)CC[C@]21CN(CC1)CC1=CC=CC(N1)=O)C(F)(F)F